(R)-6-(1-acetyl-4-hydroxypiperidin-4-yl)-4-((1-(2-methyl-3-(trifluoromethyl)phenyl)ethyl)amino)pyrido[3,4-d]pyrimidin-8(7H)-one C(C)(=O)N1CCC(CC1)(O)C1=CC2=C(N=CN=C2N[C@H](C)C2=C(C(=CC=C2)C(F)(F)F)C)C(N1)=O